[C@@H]1([C@@H](CCCC1)O)O trans-cyclohexane-1,2-diol